NC1=C(SC2=NC(=C(C=C21)F)C)C(=O)NC2CC=1C=C(C(=NC1CC2)N2CC(C(C2)NC)OC)F 3-amino-5-fluoro-N-{3-fluoro-2-[3-methoxy-4-(methylamino)pyrrolidin-1-yl]-5,6,7,8-tetrahydroquinolin-6-yl}-6-methylthieno[2,3-b]pyridine-2-carboxamide